C1(=CCCCC1)C1=NC=2N(C=C1)N=CC2C(=O)O 5-(cyclohex-1-en-1-yl)pyrazolo[1,5-a]pyrimidine-3-carboxylic acid